(S)-N-(5-chloropyridin-2-yl)-2-((S)-2-(trifluoromethyl)morpholino)propanamide ClC=1C=CC(=NC1)NC([C@H](C)N1C[C@H](OCC1)C(F)(F)F)=O